CC1=C2CN(C(C2=CC(=C1C)CC1=CC=C(C=C1)C1=NN(C=C1)C)=O)C[C@@H]1OCCC1 4,5-dimethyl-6-(4-(1-methyl-1H-pyrazol-3-yl)benzyl)-2-((2R)-tetrahydrofuran-2-ylmethyl)isoindolin-1-one